FC=1C(=NC(=NC1)NC1=CC=C(C=C1)N1CCOCC1)NCCCCCCC(=O)NO 7-((5-fluoro-2-((4-morpholinylphenyl)amino)pyrimidin-4-yl)amino)-N-hydroxyheptanamide